methyl (5-(benzylthio)-1H-benzo[d]imidazol-2-yl)carbamate C(C1=CC=CC=C1)SC1=CC2=C(NC(=N2)NC(OC)=O)C=C1